2-((4-amino-2-(ethoxymethyl)-7,8-dihydrocyclopenta[b]imidazo[4,5-d]pyridin-1(6H)-yl)methyl)-2-methylpropan-1,3-diol NC1=C2C(=C3C(=N1)CCC3)N(C(=N2)COCC)CC(CO)(CO)C